2-methyltetrahydrofuran-2-carboxylic acid CC1(OCCC1)C(=O)O